O=C1N(CC2=C(C=CC=C12)B1OC(C(O1)(C)C)(C)C)CC(C(=O)N)=C 2-[[1-oxo-4-(4,4,5,5-tetramethyl-1,3,2-dioxaborolan-2-yl)isoindolin-2-yl]methyl]prop-2-enamide